3'-((oxo-bis(methylene))bis(4,1-phenylene))bis(3-(trifluoromethyl)-3H-diazepin) O(CC1=CC=C(C=C1)C1(N=NC=CC=C1)C(F)(F)F)CC1=CC=C(C=C1)C1(N=NC=CC=C1)C(F)(F)F